nickel ethylene bromide C(CBr)Br.[Ni]